tert-butyl 4-(3-((4-aminopiperidin-1-yl)sulfonyl)phenyl)piperazine-1-carboxylate NC1CCN(CC1)S(=O)(=O)C=1C=C(C=CC1)N1CCN(CC1)C(=O)OC(C)(C)C